COC1=C(C(=CC=C1)OC)C1=CNC2=NC(=CC=C21)NC(=O)C2C(C2)CN2CCNCC2 N-[3-(2,6-dimethoxyphenyl)-1H-pyrrolo[2,3-b]pyridin-6-yl]-2-(piperazin-1-ylmethyl)cyclopropane-1-carboxamide